FC(C1=CC=C(CN2C=CC3=CC(=CC=C23)C2=CC=CC(=N2)[C@@H](CO)O)C=C1)(F)F (S)-1-(6-(1-(4-(trifluoromethyl)benzyl)-1H-indol-5-yl)pyridin-2-yl)ethane-1,2-diol